1-Octyl-3-methylimidazole styrenesulfonate C(=CC1=CC=CC=C1)S(=O)(=O)O.C(CCCCCCC)N1CN(C=C1)C